methyl 4-((2-(4-(3,3-bis(hydroxymethyl)azetidine-1-carbonyl)phenyl)-3-oxo-2,8-diazaspiro[4.5]decan-8-yl)methyl)-2-cyclopropyl-5-ethoxybenzoate OCC1(CN(C1)C(=O)C1=CC=C(C=C1)N1CC2(CC1=O)CCN(CC2)CC2=CC(=C(C(=O)OC)C=C2OCC)C2CC2)CO